N(=NC(C#N)(CC)C)C(C#N)(CC)C 2,2'-azobis(methylbutyronitrile)